COC(=O)C=1SC(=CC1S(=O)(=O)Cl)Cl 5-chloro-3-chlorosulfonyl-thiophene-2-carboxylic acid methyl ester